C12CNCC(CC1)N2C=2C=C(OC1CCN(CC1)C(=O)OCC1=CC=CC=C1)C=CC2 benzyl 4-[3-(3,8-diazabicyclo[3.2.1]octan-8-yl)phenoxy]piperidine-1-carboxylate